N-cyclopropyl-3-(difluoromethoxy)-5-[7-(2-morpholinoethoxy)imidazo[1,2-a]pyridin-3-yl]pyridine-2-carboxamide C1(CC1)NC(=O)C1=NC=C(C=C1OC(F)F)C1=CN=C2N1C=CC(=C2)OCCN2CCOCC2